(2S)-2-((S)-3-(2-chloro-4-(methylsulfonyl)phenyl)pentanamido)-N-(4-(cyclopropylamino)-3,4-dioxo-1-((S)-2-oxopyrrolidin-3-yl)butan-2-yl)-4,4-dimethylpentanamide ClC1=C(C=CC(=C1)S(=O)(=O)C)[C@H](CC(=O)N[C@H](C(=O)NC(C[C@H]1C(NCC1)=O)C(C(=O)NC1CC1)=O)CC(C)(C)C)CC